6-[(4-Fluoropyridin-2-yl)amino]-4-{[3-methoxy-4-(1-methyl-1H-1,2,4-triazol-3-yl)pyridin-2-yl]amino}-N-(2H3)methylpyridazine-3-carboxamide FC1=CC(=NC=C1)NC1=CC(=C(N=N1)C(=O)NC([2H])([2H])[2H])NC1=NC=CC(=C1OC)C1=NN(C=N1)C